OC1=C(C=CC=C1)C1=CC2=C(N=N1)SC(=C2)[C@H]2CN(CC2)C2=NC=C(C=N2)C2=NOC(=C2)C(C(=O)O)C(C)C 2-(3-{2-[(3R)-3-[3-(2-hydroxyphenyl)thieno[2,3-c]pyridazin-6-yl]pyrrolidin-1-yl]pyrimidin-5-yl}-1,2-oxazol-5-yl)-3-methylbutanoic acid